C(C)(=O)C1=C(C2=C(N=C(N=C2)NC2=CC=C(C=N2)N2CCN(CC2)CC=2C=C3CN(C(C3=C(C2)F)=O)C2C(NC(CC2)=O)=O)N(C1=O)C1CCCC1)C 3-(5-((4-(6-((6-acetyl-8-cyclopentyl-5-methyl-7-oxo-7,8-dihydropyrido[2,3-d]pyrimidin-2-yl)amino)pyridin-3-yl)piperazin-1-yl)methyl)-7-fluoro-1-oxoisoindolin-2-yl)piperidine-2,6-dione